ClC1=CC=C2C(=N1)N(C=C2S(=O)(=O)NC=2C(=NC(=C(C2)F)OC(F)F)OC)S(=O)(=O)C2=CC=CC=C2 6-chloro-N-(6-(difluoromethoxy)-5-fluoro-2-methoxypyridin-3-yl)-1-(phenylsulfonyl)-1H-pyrrolo[2,3-b]pyridine-3-sulfonamide